tert-butyl 2-[4-[2-[(3S)-2,6-dioxo-3-piperidyl]-1-oxo-isoindolin-5-yl]piperazin-1-yl]-7-azaspiro[3.5]nonane-7-carboxylate O=C1NC(CC[C@@H]1N1C(C2=CC=C(C=C2C1)N1CCN(CC1)C1CC2(C1)CCN(CC2)C(=O)OC(C)(C)C)=O)=O